N1(CCOCC1)C=1C=C(CNC(=O)N[C@H](C(=O)N(CC=2SC=CC2)CC=2SC=CC2)CCCC)C=CC1 (2S)-2-({[3-(morpholin-4-yl)benzyl]carbamoyl}amino)-N,N-bis(2-thienylmethyl)hexanamide